ClC1=C2C(=C(N=C1C)C1=NN(C=C1)C)C=1CN(CCC1N2)C(CO)=O 1-(6-chloro-7-methyl-9-(1-methyl-1H-pyrazol-3-yl)-1,3,4,5-tetrahydro-2H-pyrrolo[3,2-c:4,5-c']dipyridin-2-yl)-2-hydroxyethan-1-one